C1(CC1)C=1C=NN(C1CO[C@@]12N(C[C@@H](CC1)C2)C2=CC(=C(C(=O)OC(C)(C)C)C=C2)F)C2=C(C=CC=C2F)F tert-butyl 4-[(1S,4S,5R)-[[4-cyclopropyl-1-(2,6-difluorophenyl)-1H-pyrazol-5-yl]methoxy]-2-azabicyclo[2.2.1]heptan-2-yl]-2-fluorobenzoate